COC1=C(C=C2C=CN=C(C2=C1)OC[C@]12NC(C[C@@H]2C1)=O)C(=O)N 7-methoxy-1-{[(1s,5s)-3-oxo-2-azabicyclo[3.1.0]hex-1-yl]methoxy}isoquinoline-6-carboxamide